(E)-6-hydroxyhexane-4-enamine OC/C=C/CCCN